C(C1=CC=CC=C1)NC(=O)C12C(C3C(C(N1)=O)C(CN3CC3=CC=C(C=C3)OCC)C2)CC(C)C N-benzyl-1-(4-ethoxybenzyl)-7-isobutyl-4-oxooctahydro-6H-3,6-methanopyrrolo[3,2-c]pyridine-6-carboxamide